CC1=C(SC=C1)C1=CC(OC2=CC(=CC=C12)O[C@@H](C(=O)N1C[C@H](CCC1)CC(=O)O)C)=O 2-[(3R)-1-[(2R)-2-[4-(3-methyl-2-thienyl)-2-oxo-chromen-7-yl]oxypropanoyl]-3-piperidyl]acetic acid